CC1(N(CC(C1)C)C1=C(C(=O)N)C=CC=N1)C 2-(2,2,4-trimethylpyrrolidin-1-yl)nicotinamide